CC=1C=C(C=CC1)N(C1=CC=C(C=C1)C1=CC=C(N(C2=CC=CC=C2)C2=CC(=CC=C2)C)C=C1)C1=CC=CC=C1 N,N'-bis(3-methylphenyl)-N,N'-diphenyl-benzidine